(S)-N-(1,1-dimethylsilazepan-4-yl)-2-phenyl-4H-pyrrolo[2,3-d]Thiazole-5-carboxamide C[Si]1(NC[C@H](CCC1)NC(=O)C1=CC2=C(N=C(S2)C2=CC=CC=C2)N1)C